C(C)C=C(C(=O)O)C.O=C[C@H](O)[C@@H](O)[C@H](O)[C@H](O)CO dextrose ethyl-methacrylate